8-Cyclobutylmethoxy-quinolin-2-ylamine C1(CCC1)COC=1C=CC=C2C=CC(=NC12)N